N-[6-(5-Cyclopropyl-1-methylpyrazol-3-yl)pyridin-3-yl]-3-[(1,1-dioxo-1,4-thiazinan-4-yl)methyl]benzamide C1(CC1)C1=CC(=NN1C)C1=CC=C(C=N1)NC(C1=CC(=CC=C1)CN1CCS(CC1)(=O)=O)=O